C1(CC1)C1=NN(C(=C1C(F)(F)F)C(=O)NC1=CC(=NC=C1)S(=O)(=NC[C@H](CO)O)C)CC1(CC(C1)(F)F)C 3-Cyclopropyl-1-((3,3-difluoro-1-methylcyclobutyl)methyl)-N-(2-(N-((R)-2,3-dihydroxypropyl)-S-methylsulfonimidoyl)pyridin-4-yl)-4-(trifluoromethyl)-1H-pyrazole-5-carboxamide